Cl.FC=1C=C(C=CC1)[C@H](CNC(CC1CCC(CC1)S(=O)(=O)NC)(C)C)O (1S,4s)-4-(2-(((R)-2-(3-fluorophenyl)-2-hydroxyethyl)amino)-2-methylpropyl)-N-methylcyclohexane-1-sulfonamide hydrochloride